6-fluoro-3-iodo-1-{[2-(trimethylsilyl)ethoxy]methyl}-1H-pyrrolo[3,2-b]-pyridine FC=1C=C2C(=NC1)C(=CN2COCC[Si](C)(C)C)I